N-((2-(4-cyanophenyl)thiazol-5-yl)methyl)-11-oxo-10,11-dihydrodibenzo[b,f][1,4]oxazepine-8-carboxamide C(#N)C1=CC=C(C=C1)C=1SC(=CN1)CNC(=O)C1=CC2=C(OC3=C(C(N2)=O)C=CC=C3)C=C1